4-(5-bromo-6-hydroxy-benzothien-2-yl)-4-oxobutanoic acid ethyl ester C(C)OC(CCC(=O)C=1SC2=C(C1)C=C(C(=C2)O)Br)=O